4-(2-cyano-3-(4-octylphenoxy)-3-oxopropenyl)-4-propylcyclohexane-1-carboxylate C(#N)C(=CC1(CCC(CC1)C(=O)[O-])CCC)C(=O)OC1=CC=C(C=C1)CCCCCCCC